C(=O)O.C(=O)O.ClC=1C=CC(=NC1C(F)(F)F)NCCN1C(C=2NC3=CC=C(C=C3C2CC1)Cl)CCNC 5-chloro-N-(2-(6-chloro-1-(2-(methylamino)ethyl)-1,3,4,9-tetrahydro-2H-pyrido[3,4-b]indol-2-yl)ethyl)-6-(trifluoromethyl)pyridin-2-amine diformate